(5-isopropyl-1H-pyrazol-3-yl)-(1,3,4,5-tetrahydropyrido[4,3-b]indol-2-yl)methanone C(C)(C)C1=CC(=NN1)C(=O)N1CC2=C(NC=3C=CC=CC23)CC1